C1(CC1)[C@@H]1N(CCN(C1)C=1C=CC=2N=CN=C(C2N1)NC1=CC(=C(C=C1)OC1=CC2=C(N(N=N2)C)C=C1)C)C(C=C)=O (S)-1-(2-cyclopropyl-4-(4-((3-methyl-4-((1-methyl-1H-benzo[d][1,2,3]triazol-5-yl)oxy)phenyl)amino)pyrido[3,2-d]pyrimidin-6-yl)piperazin-1-yl)prop-2-en-1-one